P(OC1=CC2=C(N=CN=C2C2=CC=CC=C2)N1C)(OC1=CC=CC=C1)[O-] (7-methyl-4-phenyl-7H-pyrrolo[2,3-d]pyrimidin-6-yl) (phenyl) phosphite